1,2-bis(silyl)ethane [SiH3]CC[SiH3]